OC1=CCCC(C1)C1=CSC=C1 3-hydroxy-5-(thiophene-3-yl)cyclohex-2-ene